N-[2-(5-Hydroxy-1H-indol-6-yl)ethyl]acetamide OC=1C=C2C=CNC2=CC1CCNC(C)=O